2-methyl-6-(2-oxoimidazolidin-1-yl)-4-(trifluoromethyl)phenyl (4-fluorophenyl)(methyl)carbamate FC1=CC=C(C=C1)N(C(OC1=C(C=C(C=C1N1C(NCC1)=O)C(F)(F)F)C)=O)C